BrC=1C(=C(C=CC1)NC1C[C@H](CCC1)NC([O-])=O)[N+](=O)[O-] ((S)-3-((3-bromo-2-nitrophenyl)amino)cyclohexyl)carbamate